diamino-1-ethyl-6-phenylphenanthridinium NC=1C(=C(C2=C3C=CC=CC3=C([NH+]=C2C1)C1=CC=CC=C1)CC)N